BrC=1C=C(C=NC1)C=1N=NN(C1)CC=1N=C2N(C=C(C=C2)CNCC2CCC2)C1 1-(2-((4-(5-bromopyridin-3-yl)-1H-1,2,3-triazol-1-yl)methyl)imidazo[1,2-a]pyridin-6-yl)-N-(cyclobutylmethyl)methanamine